3-Chloro-5-(cyclohexylsulfonyl)pyridine methyl-(2-((tert-butoxycarbonyl)amino)-2-methylpropyl)(1-(3-chlorophenyl)cyclopropyl)carbamate COC(N(C1(CC1)C1=CC(=CC=C1)Cl)CC(C)(C)NC(=O)OC(C)(C)C)=O.ClC=1C=NC=C(C1)S(=O)(=O)C1CCCCC1